FC(C1=CC=C(C=C1)[B-](C1=CC=C(C=C1)C(F)(F)F)(C1=CC=C(C=C1)C(F)(F)F)C1=CC=C(C=C1)C(F)(F)F)(F)F.C[NH+](C)C Trimethylammonium tetra-(p-trifluoromethylphenyl)borat